6-(4-ethyl-3-(hydroxymethyl)-5-oxo-4,5-dihydro-1H-1,2,4-triazol-1-yl)-7-fluoro-4-isopropyl-2-(4-methylpyridin-3-yl)isoquinolin-1(2H)-one C(C)N1C(=NN(C1=O)C=1C=C2C(=CN(C(C2=CC1F)=O)C=1C=NC=CC1C)C(C)C)CO